C(C)(C)P(CCN)C(C)C 2-(di-isopropylphosphino)ethylamine